α-methylsulfolaurate CC(C(=O)[O-])(CCCCCCCCCC)S(=O)(=O)O